ClC=1N(C(C2=C(N1)N(N=C2I)C2OCCCC2)=O)C 6-chloro-3-iodo-5-methyl-1-(tetrahydro-2H-pyran-2-yl)-1,5-dihydro-4H-pyrazolo[3,4-d]pyrimidin-4-one